N-(4-chloro-2-vinylphenyl)-4-methylbenzenesulfonamide ClC1=CC(=C(C=C1)NS(=O)(=O)C1=CC=C(C=C1)C)C=C